4,4'-dibromomethylbenzophenone BrCC1=CC=C(C(=O)C2=CC=C(C=C2)CBr)C=C1